C(C=C)(=O)NC1=CC(=C(C=C1)C1=NN2N=CN=C(C2=C1C1=CC=C(C(=O)NCC(C)C)C=C1)N)OC 4-(6-(4-acrylamido-2-methoxyphenyl)-4-aminopyrazolo[5,1-f][1,2,4]triazin-5-yl)-N-isobutylbenzamide